CC1=CC=C(C=C1)S(=O)(=O)[O-].C1(=CC=CC=C1)[SH+]C1=CC=CC=C1 diphenylsulfonium para-toluenesulfonate